C(C)N(C1CCN(CC1)C1=C(C=C(C=C1)NC=1N=C(C2=C(N1)SC=C2C)NC2=CC=CC(=N2)C(C)(C)O)OC)CC 2-(6-((2-((4-(4-(diethylamino)piperidin-1-yl)-3-methoxyphenyl)amino)-5-methylthieno[2,3-d]pyrimidin-4-yl)amino)pyridin-2-yl)propan-2-ol